O=C1NC(CCC1N1C(C2=CC=CC(=C2C1)NCC(=O)N1CCN(CC1)C(=O)OC(C)(C)C)=O)=O tert-butyl 4-[2-[[2-(2,6-dioxo-3-piperidyl)-1-oxo-isoindolin-4-yl]amino]acetyl]piperazine-1-carboxylate